ClC1=NC=C(C(=N1)Cl)CN(CC)CC N-((2,4-dichloropyrimidin-5-yl)methyl)-N-ethylethanamine